CC1=C(C=CC=C1)N1C(C2=CC=CC=C2CC1)C#N 2-(2-methylphenyl)-1,2,3,4-tetrahydroisoquinoline-1-nitrile